(S)-3-(4-((1-(5-(3,5-difluorophenyl)-4,5-dihydro-1H-pyrazole-1-carbonyl)azetidin-3-yl)oxy)-5-fluoropyridin-2-yl)-N-(2-hydroxyethyl)-1,4-dimethyl-1H-pyrazole-5-carboxamide FC=1C=C(C=C(C1)F)[C@@H]1CC=NN1C(=O)N1CC(C1)OC1=CC(=NC=C1F)C1=NN(C(=C1C)C(=O)NCCO)C